C1(CC1)(C=1O[C@H]2[C@@H](N1)C=1C=CC=CC1C2)C=2O[C@H]1[C@@H](N2)C=2C=CC=CC2C1 (3aS,3a'S,8aR,8a'R)-2,2'-(cyclopropane-1,1-diyl)bis(3a,8a-dihydro-8H-indeno[1,2-d]oxazole)